[2-(acryloyloxy)ethyl]dimethylammonium C(C=C)(=O)OCC[NH+](C)C